O1C(C1)CN(C1=CC=CC=C1)CCC[Si](OC)(OC)OC N-[(oxiran-2-yl)methyl]-N-[3-(trimethoxysilyl)propyl]aniline